FC=1C=C(C=CC1C(=O)N1CC2=C(C1)CN(C2)C(\C=C\C2=CC=C(C=C2)OC(F)(F)F)=O)S(=O)(=O)N 3-fluoro-4-[2-[(E)-3-[4-(trifluoromethoxy)phenyl]prop-2-enoyl]-1,3,4,6-tetrahydropyrrolo[3,4-c]pyrrole-5-carbonyl]benzenesulfonamide